ClC1=C2CCCC(C2=CC=C1Cl)=O 5,6-dichloro-1,2,3,4-tetrahydronaphthalen-1-one